(R)-1-(6-amino-9H-purin-9-yl)propan-2-ol NC1=C2N=CN(C2=NC=N1)C[C@@H](C)O